FC1=C(C=CC=C1OC)C(CC1=NC(=NC(=N1)N[C@@H](CO)CC(C)C)NS(=O)(=O)C)C N-(4-(2-(2-fluoro-3-methoxyphenyl)propyl)-6-(((R)-1-hydroxy-4-methylpent-2-yl)amino)-1,3,5-triazin-2-yl)methanesulfonamide